sodium aluminum nitrate [N+](=O)([O-])[O-].[Al+3].[Na+].[N+](=O)([O-])[O-].[N+](=O)([O-])[O-].[N+](=O)([O-])[O-]